8-bromo-2-(4,4-difluoropiperidin-1-yl)-3-methyl-6-((trimethylsilyl)ethynyl)quinazolin-4(3H)-one BrC=1C=C(C=C2C(N(C(=NC12)N1CCC(CC1)(F)F)C)=O)C#C[Si](C)(C)C